C1(CC1)N1N=CC(=C1)C1CN(CC(O1)C)C=1C=C(C=2N(C(C=C(N2)C(F)(F)F)=O)C1)C1=C(C=C(C#N)C=C1)F 4-[7-[2-(1-cyclopropylpyrazol-4-yl)-6-methyl-morpholin-4-yl]-4-oxo-2-(trifluoromethyl)pyrido[1,2-a]pyrimidin-9-yl]-3-fluoro-benzonitrile